Ethyl 2-(3-bromophenyl)benzo[d]imidazo[2,1-b]thiazole-7-carboxylate BrC=1C=C(C=CC1)C=1N=C2SC3=C(N2C1)C=CC(=C3)C(=O)OCC